8-(1-(4-(5-(difluoromethyl)-1,3,4-oxadiazol-2-yl)-2,6-difluorobenzyl)-1H-1,2,3-triazol-4-yl)-4-methyl-1,3,4,5-tetrahydro-2H-benzo[e][1,4]diazepine-2-One FC(C1=NN=C(O1)C1=CC(=C(CN2N=NC(=C2)C=2C=CC3=C(NC(CN(C3)C)=O)C2)C(=C1)F)F)F